6-(4-formyl-phenyl)-pyridine C(=O)C1=CC=C(C=C1)C1=CC=CC=N1